ClC1=C2N=C(C=NC2=CC=C1OC=1C=CC2=C(N(C(=N2)C)COCC[Si](C)(C)C)C1)C=1C=NN(C1)CCN1CC(CC1)(F)F 2-[[6-[5-Chloro-3-[1-[2-(3,3-difluoropyrrolidin-1-yl)ethyl]pyrazol-4-yl]quinoxalin-6-yl]oxy-2-methyl-benzimidazol-1-yl]methoxy]ethyl-trimethyl-silane